COC1=NC=CC(=C1)C1=NNC2=CC(=C(C=C12)C1C[C@@H]2[C@@H](CN(C2)C2CCOCC2)C1)C 3-(2-Methoxypyridin-4-yl)-6-methyl-5-((3aR,5s,6aS)-2-(tetrahydro-2H-pyran-4-yl)octahydrocyclopenta[c]pyrrol-5-yl)-1H-indazole